C(CCC)C1OC2=C(C=NC1)C=C(C=C2)C=2C=NC(=CC2)N butyl-7-(6-aminopyridin-3-yl)-2,3-dihydrobenzo[f][1,4]oxazepine